4-Methyl-N-[2-(3-methylpyridin-2-yl)-[1,3]thiazolo[5,4-c]pyridin-6-yl]-6-[(3S)-pyrrolidin-3-yloxy]pyridin-2-amine CC1=CC(=NC(=C1)O[C@@H]1CNCC1)NC1=CC2=C(C=N1)SC(=N2)C2=NC=CC=C2C